4-amino-3-fluoropyridine formate HCl salt Cl.C(=O)O.NC1=C(C=NC=C1)F